n-Heptane Ethyl-acetate C(C)OC(C)=O.CCCCCCC